1-(4-chloro-6-(2-fluoroethoxy)quinazolin-5-yl)-N,N-dimethyl-azetidin-3-amine ClC1=NC=NC2=CC=C(C(=C12)N1CC(C1)N(C)C)OCCF